tert-Butyl 4-(2-hydroxyethyl)-3,5-dimethylpiperazine-1-carboxylate OCCN1C(CN(CC1C)C(=O)OC(C)(C)C)C